Tert-butyl 3-methylsulfonyloxyazetidine-1-carboxylate CS(=O)(=O)OC1CN(C1)C(=O)OC(C)(C)C